NNC(CC1=CC=CC=C1)=O N-aminophenylacetamide